C(C1=CC=CC=C1)OC=1C=C2CCNC(C2=CC1OC)\C=C\C1=C(C=CC(=C1)C=1C=NC(=CC1)C)C 6-(benzyloxy)-7-methoxy-1-{(E)-2-[2-methyl-5-(6-methylpyridin-3-yl)phenyl]ethenyl}-1,2,3,4-tetrahydroisoquinoline